CC1=C(SC=C1C)N(C(=O)N)S(N(C1CN(CCC1)C)C=1C=NN(C1)C)(=O)=O (3,4-Dimethylthiophene-2-yl)-1-[(1-methyl-1H-pyrazol-4-yl)(1-methyl-piperidin-3-yl)sulfamoyl]urea